[C@@H]12C(CC[C@@H](C1(C)C)C2)=C (1R)-(+)-beta-pinene